4-[1,1'-biphenyl]-4-yl-6-chloro-2-phenylpyrimidine C1(=CC=C(C=C1)C1=NC(=NC(=C1)Cl)C1=CC=CC=C1)C1=CC=CC=C1